C(C=C)(=O)N1CC2(C1)CN(CC2)C2=NC1=CC=CC=C1C=C2C#N 2-(2-(2-propenoyl)-2,6-diazaspiro[3.4]octan-6-yl)-3-quinolinecarbonitrile